Tert-butyl 3-(1-((tert-butoxycarbonyl)amino)-2-methylpropan-2-yl)-5-hydroxy-1H-indole-1-carboxylate C(C)(C)(C)OC(=O)NCC(C)(C)C1=CN(C2=CC=C(C=C12)O)C(=O)OC(C)(C)C